2-(((1R)-1-(2-cyano-3-(3-(4-cyano-phenyl)-3,8-diazabicyclo[3.2.1]octan-8-yl)-7-methylquinoxalin-5-yl)ethyl)-amino)benzoic acid C(#N)C1=NC2=CC(=CC(=C2N=C1N1C2CN(CC1CC2)C2=CC=C(C=C2)C#N)[C@@H](C)NC2=C(C(=O)O)C=CC=C2)C